(bis(4-methoxyphenyl)amino)anthracene-1,2-dione COC1=CC=C(C=C1)N(C1=CC=C(C=C1)OC)C=1C(C(C2=CC3=CC=CC=C3C=C2C1)=O)=O